C12CC(C1)(C2)NC(=O)C=2C(N(C1=NC=C(C=C1C2)Br)CC2=CC=C(C=C2)F)=O N-(3-bicyclo[1.1.1]pentanyl)-6-bromo-1-[(4-fluorophenyl)methyl]-2-oxo-1,8-naphthyridine-3-carboxamide